C12(CC(C1)C2)N2N=CC(=C2)[C@@H]2OCC[C@@H](C2)C2=NC1=NC(=C(N=C1C(=N2)C2=C(C=C(C=C2)F)F)C)C 2-[(2R,4S)-2-[1-(1-bicyclo[1.1.1]pentanyl)pyrazol-4-yl]tetrahydropyran-4-yl]-4-(2,4-difluorophenyl)-6,7-dimethyl-pteridine